N2-(4-(((2-amino-4-hydroxypteridin-6-yl)methyl)amino)benzoyl)-N5-(prop-2-yn-1-yl)-L-glutamine NC1=NC2=NC=C(N=C2C(=N1)O)CNC1=CC=C(C(=O)N[C@@H](CCC(NCC#C)=O)C(=O)O)C=C1